tert-butyl ((R)-4-morpholino-1,4-dioxo-1-(((R)-1-(4,4,5,5-tetramethyl-1,3,2-dioxaborolan-2-yl)propyl)amino) butan-2-yl)carbamate O1CCN(CC1)C(C[C@H](C(N[C@@H](CC)B1OC(C(O1)(C)C)(C)C)=O)NC(OC(C)(C)C)=O)=O